2,7-diisobutylsuberic acid C(C(C)C)C(C(=O)O)CCCCC(C(=O)O)CC(C)C